5-bromo-2-((4-methylbenzyl)carbamoyl)benzyl (E)-N'-(3-chloro-4-fluorophenyl)carbamimidothioate ClC=1C=C(C=CC1F)\N=C(/N)\SCC1=C(C=CC(=C1)Br)C(NCC1=CC=C(C=C1)C)=O